CC1NCCC(C1)C1=CC=C(C#N)C=C1 4-(2-methylpiperidin-4-yl)benzonitrile